7-Methyl-4a-phenyloctahydro-2H-benzo[b][1,4]oxazine formate C(=O)O.CC1CCC2(C(OCCN2)C1)C1=CC=CC=C1